3-amino-1-methylpyrrolidin-2-one tosylate S(=O)(=O)(O)C1=CC=C(C)C=C1.NC1C(N(CC1)C)=O